NC=1N=CC(=C2C=CC=NC12)C#CC1=C(C(=NC=C1)NS(=O)(=O)C=1C(=NC=C(C1)Cl)OC)F N-{4-[2-(8-amino-1,7-naphthyridin-5-yl)ethynyl]-3-fluoropyridin-2-yl}-5-chloro-2-methoxypyridine-3-sulfonamide